4-methyl-3-((1-(pyrazolo[1,5-a]pyrazin-3-yl)azetidin-3-yl)oxy)-N-(3-(trifluoromethoxy)phenyl)benzamide CC1=C(C=C(C(=O)NC2=CC(=CC=C2)OC(F)(F)F)C=C1)OC1CN(C1)C=1C=NN2C1C=NC=C2